methyl triacontanoate C(CCCCCCCCCCCCCCCCCCCCCCCCCCCCC)(=O)OC